C(C)(C)(C)OC(=O)N1OCC[C@H]1C=1N=C(SC1)C(N)=O.C(C)(C)N1N=CC(=C1)C1=NC(=NC=C1C)NC1=CC=C(CCC=CC(C(=O)N)=CC2=CC=CC=C2)C=C1 (4-((4-(1-isopropyl-1H-pyrazole-4-yl)-5-methylpyrimidine-2-yl)amino)phenethyl)vinyl-cinnamamide Tert-butyl-(3S)-3-(2-carbamoylthiazol-4-yl)isoxazolidine-2-carboxylate